Sodium 3-((S)-1-(((R)-tert-butylsulfinyl)amino)-1,3-dihydrospiro[indene-2,4'-piperidine]-1'-yl)-1,2,4-triazine-6-thiolate C(C)(C)(C)[S@@](=O)N[C@@H]1C2=CC=CC=C2CC12CCN(CC2)C=2N=NC(=CN2)[S-].[Na+]